C1(C(C(C(C(C1Cl)Cl)Cl)Cl)Cl)Cl hexachlorocyclohexane